ClC1=CC=C(C=C1)N1C(NC(C1)=O)=O 1-(4-chlorophenyl)-imidazolidine-2,4-dione